OC1=C(C(=CC(=C1S(=O)(=O)NC(CC(C)=O)=O)CCCCC)O)C1C(CCC(=C1)C)C(=C)C N-((2,6-dihydroxy-5'-methyl-4-pentyl-2'-(prop-1-en-2-yl)-1',2',3',4'-tetrahydro-[1,1'-biphenyl]-3-yl)sulfonyl)-3-oxobutanamide